BrCC1=C(C(=O)OC)C=C(C=C1)OCCC methyl 2-(bromomethyl)-5-propoxybenzoate